C(/C1=CC=CC=C1)=C\1/CC(OC(C1(C)C)C1=CC=C(C=C1)Cl)=O (E)-4-benzylidene-6-(4-chlorophenyl)-5,5-dimethyltetrahydro-2H-pyran-2-one